ClC1=C(C=C(C(=O)N2CC=3NC(N(C(C3C[C@H]2C)=O)CC2CC(C2)C(=O)NC)=S)C=C1)C(F)(F)F (R)-3-((7-(4-chloro-3-(trifluoromethyl)benzoyl)-6-methyl-4-oxo-2-thioxo-1,2,5,6,7,8-hexahydropyrido[3,4-d]pyrimidin-3(4H)-yl)methyl)-N-methylcyclobutanecarboxamide